cyclopentyl(6-hydrazineylpyridin-3-yl)(imino)-λ6-sulfanone C1(CCCC1)S(=O)(=N)C=1C=NC(=CC1)NN